3-bromo-1-methyl-7-(2-methyl-4-(6-(trifluoromethyl)pyrido[3,2-d]-pyrimidin-2-yl)phenyl)-6,7-dihydro-1H-pyrazolo[3,4-f][1,4]oxazepin-8(5H)-one BrC1=NN(C=2C(N(CCOC21)C2=C(C=C(C=C2)C=2N=CC1=C(N2)C=CC(=N1)C(F)(F)F)C)=O)C